tert-Butyl 2-(4-acetylpiperazin-1-yl)-6-bromo-pyridine-4-carboxylate C(C)(=O)N1CCN(CC1)C1=NC(=CC(=C1)C(=O)OC(C)(C)C)Br